1-(3-cyanophenyl)-5-[(1S)-1-methoxyethyl]-1H-pyrazole-4-carboxylic acid ethyl ester C(C)OC(=O)C=1C=NN(C1[C@H](C)OC)C1=CC(=CC=C1)C#N